ClC1=C(C=CC(=C1)Cl)NNC(=O)C=1C(=NN(C1)C=1SC=CN1)C N'-(2,4-dichlorophenyl)-3-methyl-1-(thiazol-2-yl)-1H-pyrazole-4-carbohydrazide